N-[2-(4,4-difluoro-1-piperidyl)phenyl]-5-(1-hydroxy-2-methyl-2-propyl)thiophene-2-sulfonamide FC1(CCN(CC1)C1=C(C=CC=C1)NS(=O)(=O)C=1SC(=CC1)C(CO)(C)C)F